2-((7-(7-fluoro-3-(methoxymethoxy)-8-((triisopropylsilyl)ethynyl)naphthalen-1-yl)-2-(methyl-sulfinyl)pyrido[4,3-d]pyrimidin-5-yl)(methyl)amino)ethan-1-ol FC1=CC=C2C=C(C=C(C2=C1C#C[Si](C(C)C)(C(C)C)C(C)C)C1=CC=2N=C(N=CC2C(=N1)N(CCO)C)S(=O)C)OCOC